6-(2,4-difluorophenoxy)-2-(methylthio)-8-(oxetan-3-yl)pyrido[2,3-d]pyrimidin-7(8H)-one FC1=C(OC2=CC3=C(N=C(N=C3)SC)N(C2=O)C2COC2)C=CC(=C1)F